O(O)C(C(=O)[O-])=CC=CC=CC=CCCCCCCCCCCC (12S)-hydroperoxyeicosatetraenoate